FC[C@H](CN(CC[C@@H](C(=O)O)NC(CC=1C=NC=C(C1)F)=O)CCCCC1=NC=2NCCCC2C=C1)OC (S)-4-(((S)-3-fluoro-2-methoxypropyl)(4-(5,6,7,8-tetrahydro-1,8-naphthyridin-2-yl)butyl)amino)-2-(2-(5-fluoropyridin-3-yl)acetamido)butanoic acid